The molecule is the conjugate base of 4-oxobutanoic acid; major species at pH 7.3. It has a role as a human metabolite and a Saccharomyces cerevisiae metabolite. It is a 4-oxo monocarboxylic acid anion and an aldehydic acid anion. It is a conjugate base of a succinic semialdehyde. C(CC(=O)[O-])C=O